[N+](=O)(O)[O-].[N+](=O)(O)[O-].C1(=CC=CC=C1)[C@H]([C@H](N)C1=CC=CC=C1)N trans-(1R,2R)-1,2-diphenylethylenediamine dinitrate